C(C1=CC=CC=C1)N1C(N(C(C12CC1(CCC(CC1)N1C(N(C(C(C1=O)=C(N)N)=O)CCCC)=O)C2)=O)C)=O ((5S,7s,10S)-1-Benzyl-3-methyl-2,4-dioxo-1,3-diazadispiro[4.1.57.15]tridecan-10-yl)-3-butyl-5-(diaminomethylene)pyrimidine-2,4,6(1H,3H,5H)-trione